C(=O)[C@@H]1N([C@H]2CN(C[C@@H]1C2)C2=CC=CC=C2)C(=O)OC(C)(C)C tert-butyl (1S,5R,7R)-7-formyl-3-phenyl-3,6-diazabicyclo[3.2.1]octane-6-carboxylate